CN(C(=O)C1=NOC(C1)(C1=CC=CC=C1)C1=CC=CC=C1)S(=O)(=O)C1=CC=CC=C1 N-methyl-5,5-diphenyl-N-(benzenesulfonyl)-4,5-dihydroisoxazole-3-carboxamide